CN1C(CNCC1)=O 1-methyl-piperazin-2-one